(R)-3-(5-(3-chlorophenyl)-3-hydroxypicolinamido)butanoic acid ClC=1C=C(C=CC1)C=1C=C(C(=NC1)C(=O)N[C@@H](CC(=O)O)C)O